ClC=1C2=C(N=CN1)N(C=C2)[C@H]2C=C(C(C2)=O)I (R)-4-(4-chloro-7H-pyrrolo[2,3-d]pyrimidin-7-yl)-2-iodocyclopent-2-enone